4-(2-hydroxyethyl)-6-(2-(2-methylpyridin-4-yl)imidazo[1,2-a]pyrimidin-3-yl)-2H-benzo[b][1,4]oxazin-3(4H)-one OCCN1C2=C(OCC1=O)C=CC(=C2)C2=C(N=C1N2C=CC=N1)C1=CC(=NC=C1)C